C(C=C)OC(=O)C1=CC2=C(S1)C=CC(=C2)[C@H](F)P(=O)(OCC)OCC (R)-5-((diethoxyphosphoryl)fluoromethyl)benzo[b]thiophene-2-carboxylic acid allyl ester